C(C)(C)N(C(=O)C1=C(C=CC(=C1)F)N1C=C(C=2C1=CN=CC2)C(=O)[C@@H]2CN(CC2)C(=O)[C@H]2N([C@@H]1CC[C@H]2C1)C(=O)OC(C)(C)C)C(C)C tert-Butyl (1R,3S,4S)-3-((S)-3-(1-(2-(diisopropylcarbamoyl)-4-fluorophenyl)-1H-pyrrolo[2,3-c]pyridine-3-carbonyl)pyrrolidine-1-carbonyl)-2-azabicyclo[2.2.1]heptane-2-carboxylate